(NE)-N-(cyclohexylmethylene)-2-methylpropane-2-sulfinamide C1(CCCCC1)\C=N\S(=O)C(C)(C)C